(S)-5-((4-((2-hydroxy-1-phenylethyl)amino)-5-(5-methyl-1,3,4-oxadiazol-2-yl)pyridin-2-yl)amino)isoindolin-1-one OC[C@H](C1=CC=CC=C1)NC1=CC(=NC=C1C=1OC(=NN1)C)NC=1C=C2CNC(C2=CC1)=O